(4-((4,5-dichloropyridin-2-yl)amino)-3-(pyrimidin-4-yl)phenyl)acrylamide ClC1=CC(=NC=C1Cl)NC1=C(C=C(C=C1)C(C(=O)N)=C)C1=NC=NC=C1